1-[4-[[3-[4-(difluoromethoxy)phenyl]imidazo[1,2-a]pyrazin-8-yl]amino]-2-methylbenzoyl]-N-[rac-(3R,4S,5R,6S)-2,4,5-trihydroxy-6-(hydroxymethyl)oxan-3-yl]piperidine-4-carboxamide FC(OC1=CC=C(C=C1)C1=CN=C2N1C=CN=C2NC2=CC(=C(C(=O)N1CCC(CC1)C(=O)N[C@H]1C(O[C@H]([C@@H]([C@H]1O)O)CO)O)C=C2)C)F |r|